C(N)(=O)C1=CC(=NC=C1)N1C=C(C2=C1N=CN=C2N2C[C@H](N(C[C@@H]2C)C(=O)OC(C)(C)C)C)C(C)C tert-Butyl (2R,5S)-4-(7-(4-carbamoylpyridin-2-yl)-5-isopropyl-7H-pyrrolo[2,3-d]pyrimidin-4-yl)-2,5-dimethylpiperazine-1-carboxylate